(S)-2-((S)-2-((S)-3-(4-Hydroxyphenyl)-2-((S)-pyrrolidine-2-carboxamido)propanamido)-3-(thiazol-4-yl)propanamido)-5,5-dimethylhexanoic acid OC1=CC=C(C=C1)C[C@@H](C(=O)N[C@H](C(=O)N[C@H](C(=O)O)CCC(C)(C)C)CC=1N=CSC1)NC(=O)[C@H]1NCCC1